Methyl (E)-6-bromo-2-fluoro-3-(4-nitrostyryl)benzoate BrC1=CC=C(C(=C1C(=O)OC)F)\C=C\C1=CC=C(C=C1)[N+](=O)[O-]